2-(4-chlorophenyl)-4-(3-piperidinylmethyl)-thieno[2,3-d]pyridazine ClC1=CC=C(C=C1)C1=CC=2C(=CN=NC2CC2CNCCC2)S1